NC1=C(C=NN1CCO)C(=O)N1C(C(NC2=C(C1)C=CC=C2)=O)C(C)CC 4-(5-amino-1-(2-hydroxyethyl)-1H-pyrazole-4-carbonyl)-3-(sec-butyl)-1,3,4,5-tetrahydro-2H-benzo[1,4]diazepin-2-one